4-cyano-2-methyl-5-((2-(trifluoromethyl)pyridin-3-yl)methoxy)benzofuran-3-carboxylic acid C(#N)C1=C(C=CC2=C1C(=C(O2)C)C(=O)O)OCC=2C(=NC=CC2)C(F)(F)F